[O-]CC.[O-]CC.C[Al+2] methylaluminum diethoxide